O1C(=C(C=C1)C(=O)O)C(=O)O.C(CCC)(O)O butanediol furandicarboxylic acid salt